7-Cyclobutoxy-N-(1-cyclopropyl-2-oxo-1,2-dihydropyridin-3-yl)-2-(1-methyl-2-oxabicyclo[2.2.1]hept-4-yl)imidazo[1,2-a]pyridine-6-carboxamide C1(CCC1)OC1=CC=2N(C=C1C(=O)NC=1C(N(C=CC1)C1CC1)=O)C=C(N2)C21COC(CC2)(C1)C